Tert-butyl (4R)-4-(1,4-dihydroxybutyl)-2,2-dimethyloxazolidine-3-carboxylate OC(CCCO)[C@@H]1N(C(OC1)(C)C)C(=O)OC(C)(C)C